Cl.Cl.FC1=CN=CC2=C1N=C(N=C2)OCC21CCCN1CC(C2)F 8-fluoro-2-((2-fluorotetrahydro-1H-pyrrolizin-7a(5H)-yl)methoxy)pyrido[4,3-d]pyrimidin bis-hydrochloride